C(C=1C(C(=O)O)=CC=CC1)(=O)OCC ethyl monohydrogen phthalate